Cl.ClC1=C2N(C(C(=C1)NC1=NC=NC=C1)=O)C1(CCC(CC1)(F)F)NC2=O 8-chloro-4',4'-difluoro-6-(pyrimidin-4-ylamino)spiro[2H-imidazo[1,5-a]pyridine-3,1'-cyclohexane]-1,5-dione hydrochloride